methyl 2-isocyanoacetate [N+](#[C-])CC(=O)OC